NC=1C2=C(N=C(N1)C)N(C=C2C2=C(C=C(C=C2)NC(C(O)C2=CC(=CC=C2)F)=O)CC)C N-(4-(4-amino-2,7-dimethyl-7H-pyrrolo[2,3-d]pyrimidin-5-yl)-3-ethylphenyl)-2-(3-fluorophenyl)-2-hydroxyacetamide